C(C)(C)C1=C(NC2=CC=C(C=C12)C1CCN(CC1)CCC)C=1C=C(C(N(C1)C)=O)C=1C=NN(C1)C 5-(3-isopropyl-5-(1-propylpiperidin-4-yl)-1H-indol-2-yl)-1-methyl-3-(1-methyl-1H-pyrazol-4-yl)pyridin-2(1H)-one